methyl 6-amino-7-carbamoyl-5-(3-methoxy-2,6-dimethyl-phenyl)pyrrolo[2,3-b]pyrazine-2-carboxylate NC1=C(C=2C(=NC=C(N2)C(=O)OC)N1C1=C(C(=CC=C1C)OC)C)C(N)=O